2-oxo-2-(phenylamino)ethyl 4-isocyano-2,6-dimethylbenzoate [N+](#[C-])C1=CC(=C(C(=O)OCC(NC2=CC=CC=C2)=O)C(=C1)C)C